3-((3,5-Dichloro-4-((6-dimethylaminopyrimidin-4-yl)oxy)-phenyl)-amino)propionic acid ClC=1C=C(C=C(C1OC1=NC=NC(=C1)N(C)C)Cl)NCCC(=O)O